C(C(=O)[O-])(=O)[O-].[Ga+3].C(C(=O)[O-])(=O)[O-].C(C(=O)[O-])(=O)[O-].[Ga+3] Gallium oxalat